CN1C(=NC2=C(C1=O)C=NN2C2OCCCC2)N2CCC1(CCN(C1)C=1C(=NC(=NC1)C(F)(F)F)C)CC2 5-methyl-6-(2-(4-methyl-2-(trifluoromethyl)pyrimidin-5-yl)-2,8-diazaspiro[4.5]decan-8-yl)-1-(tetrahydro-2H-pyran-2-yl)-1,5-dihydro-4H-pyrazolo[3,4-d]pyrimidin-4-one